ClC1=C(C(=CC=C1)F)C1=NOC(=C1C=1SC=CN1)C(C(C(F)(F)F)=O)=CN(C)C 3-(3-(2-chloro-6-fluorophenyl)-4-(thiazol-2-yl)isoxazol-5-yl)-4-(dimethylamino)-1,1,1-trifluorobut-3-en-2-one